methyl 4-((5-amino-1'-methyl-2'-oxo-1',2'-dihydro-[2,3'-bipyridin]-6-yl)amino)benzoate NC=1C=CC(=NC1NC1=CC=C(C(=O)OC)C=C1)C=1C(N(C=CC1)C)=O